C(C)(C)(C)C1(NC(CC12N(CCN(C2)C(=O)O)C(=O)O)=O)C(C)(C)C di-tert-butyl-3-oxo-2,6,9-triazaspiro[4.5]decane-6,9-dicarboxylic acid